C[C@H]1O[C@H](CC(C1)C(=O)Cl)C (2R,6S)-2,6-dimethyltetrahydro-2H-pyran-4-carbonyl chloride